BrC=1C=CC(=C(C1)O)C=1C=2N(C(=NN1)N[C@H]1CN(C[C@@H](C1)F)C)N=CC2 5-bromo-2-(7-{[(3R,5R)-5-fluoro-1-methylpiperidin-3-yl]amino}pyrazolo[1,5-d][1,2,4]triazin-4-yl)phenol